2-(2-(methoxymethoxy)-4-(1-methyl-4-(trifluoromethyl)-1H-imidazol-2-yl)benzyl)isoindoline-1,3-dione COCOC1=C(CN2C(C3=CC=CC=C3C2=O)=O)C=CC(=C1)C=1N(C=C(N1)C(F)(F)F)C